1-(5-((R)-2-(2,5-difluorophenyl)-4,4-difluoropyrrolidin-1-yl)-2-fluoropyrazolo[1,5-a]pyrimidin-3-yl)-3-((1S,2R)-2-fluorocyclopropyl)urea FC1=C(C=C(C=C1)F)[C@@H]1N(CC(C1)(F)F)C1=NC=2N(C=C1)N=C(C2NC(=O)N[C@@H]2[C@@H](C2)F)F